C(C)(C)(C)C1=NOC(=C1)C1CCC2(CN(C2)C(=O)OC(C)(C)C)CC1 tert-butyl 7-(3-(tert-butyl)isoxazol-5-yl)-2-azaspiro[3.5]nonane-2-carboxylate